NC1=NN2C(CN(CC2)C(=O)OC(C)(C)C)=C1 tert-Butyl 2-amino-6,7-dihydropyrazolo[1,5-a]pyrazine-5(4H)-carboxylate